N-(6-(2-chloro-5-fluorophenyl)-3-(2,2-difluoroethyl)-2-methyl-8-oxo-2,6,7,8-tetrahydropyrrolo[3,4-g]indazol-5-yl)-6-fluorobenzo[d]thiazole-3(2H)-carboxamide ClC1=C(C=C(C=C1)F)C1NC(C2=C1C(=CC1=C(N(N=C21)C)CC(F)F)NC(=O)N2CSC1=C2C=CC(=C1)F)=O